CC1CCCCC1 Methyl-cyclohexan